OC1=C(C=CC(=C1)O)C(\C=C\C1=CC(=C(C=C1)OC)COC1=C(C=C(C=C1Br)Br)Br)=O (E)-1-(2,4-Dihydroxyphenyl)-3-[4-methoxy-3-[(2,4,6-tribromophenoxy)methyl]phenyl]prop-2-en-1-one